[Cl-].[Cl-].C1(=CC=CC=C1)[Zr+2](C1C=CC2=CC=CC=C12)C1=CC=CC=C1 bis-phenylindenyl-zirconium dichloride